4-oxathiacyclohexane-2,6-dione S1C(COCC1=O)=O